tris-methylol-phosphine oxide C(O)P(CO)(CO)=O